C(C)N1CCN(CC1)C1=C(C=C(C(=C1)OC)NC1=NC=NC(=C1)N1OCC[C@@H]1C1=CC(=CC=C1)OC)NC(C=C)=O N-(2-(4-ethylpiperazine-1-yl)-4-methoxy-5-((6-((R)-3-(3-methoxyphenyl)isoxazolidine-2-yl)pyrimidine-4-yl)amino)phenyl)acrylamide